tert-Butyl 2-((4-fluoro-1H-indole-2-carbonyl)-L-leucyl)-1-(((S)-2-oxopyrrolidin-3-yl)methyl)hydrazine-1-carboxylate FC1=C2C=C(NC2=CC=C1)C(=O)N[C@@H](CC(C)C)C(=O)NN(C(=O)OC(C)(C)C)C[C@H]1C(NCC1)=O